3-bromo-5-(5-chloro-2-fluorophenyl)-4-methylpyridine BrC=1C=NC=C(C1C)C1=C(C=CC(=C1)Cl)F